ClC1=CC(=NC(=C1)OC)C(=O)OC methyl 4-chloro-6-methoxypyridinecarboxylate